(4-(piperazin-1-yl)phenyl)-5-(o-tolyl)imidazo[1,2-a]pyrazin-8-amine N1(CCNCC1)C1=CC=C(C=C1)C=1N=C2N(C(=CN=C2N)C2=C(C=CC=C2)C)C1